N-(5,6-difluoro-1H-indol-3-yl)-N'-(2,2-difluoro-2H-1,3-benzodioxol-5-yl)ethanediamide FC=1C=C2C(=CNC2=CC1F)NC(C(=O)NC1=CC2=C(OC(O2)(F)F)C=C1)=O